COC1=CC=C(C=C1)NC=1S(C=CC1)CCC N-(4-methoxyphenyl)-S-propylthiolamine